tert-butyl ((trans)-4-(4,4-difluoro-2-oxopyrrolidin-1-yl)cyclohexyl)carbamate FC1(CC(N(C1)[C@@H]1CC[C@H](CC1)NC(OC(C)(C)C)=O)=O)F